FC1(CCN(CC1)CC1=CC=C(CSC2=C3C(N(C(C3=CC=C2)=O)C2C(NC(CC2)=O)=O)=O)C=C1)F 4-((4-((4,4-difluoropiperidin-1-yl)methyl)benzyl)thio)-2-(2,6-dioxopiperidin-3-yl)isoindoline-1,3-dione